(2Z,4E)-3-ethyl-5-(1-hydroxy-2,6,6-trimethyl-4-oxocyclohex-2-en-1-yl)penta-2,4-dienoic acid C(C)/C(=C/C(=O)O)/C=C/C1(C(=CC(CC1(C)C)=O)C)O